C(C)(C)(C)OC(=O)N(C=1C=2N(N=C(C1)SC1CCN(CC1)C(=O)OC(C)(C)C)C(=CN2)C(C)C)CC2=CC(=CC=C2)OC(F)(F)F tert-butyl 4-((8-((tert-butoxycarbonyl)(3-(trifluoromethoxy)benzyl)amino)-3-isopropylimidazo[1,2-b]pyridazin-6-yl)thio)piperidine-1-carboxylate